C1(=CC=CC=C1)CC(C)C1=CC=CC=C1 1,2-diphenyl-propane